aluminium oxide hydrate O.[O-2].[Al+3].[O-2].[O-2].[Al+3]